CCN(CC)C(=O)C1=CC(=C(C=C1)O)OC The molecule is phenol substituted at C-2 and C-4 by a methoxy group and an N,N-diethylaminocarbonyl group respectively. A respiratory stimulant drug related to nikethamide, it has now fallen largely into disuse. It is a member of phenols and a member of methoxybenzenes.